Cl.C(C)OC(C(C(C(CC)C)=O)N)=O (±)-2-amino-4-methyl-3-oxohexanoic acid ethyl ester hydrochloride